COC1=C(C=C(C=C1)CC1=CC(=C(C(=C1)OC)OC)OC)O methoxy-5-(3,4,5-trimethoxybenzyl)phenol